2,5,5-trimethylpyrrolidin CC1NC(CC1)(C)C